C12CC(CC(CC1)N2)N(C=2SC1=NC(=CC=C1N2)C2=CC1=CN(N=C1C(=C2)C#N)C)C 5-{2-[(3-exo)-8-azabicyclo[3.2.1]oct-3-yl-(methyl)amino][1,3]thiazolo[5,4-b]pyridin-5-yl}-2-methyl-2H-indazole-7-carbonitrile